COC1=C(C=CC=C1)NC(CBr)=O N-(o-methoxyphenyl)-2-bromo-acetamide